N-cyclohexyl-N'-tolyl-Carbodiimide C1(CCCCC1)N=C=NC1=C(C=CC=C1)C